2-(2-(1-(Cyclopropylsulfonyl)-1H-pyrazol-4-yl)pyrimidin-4-yl)-5-(1-(difluoromethyl)-1H-pyrazol-3-yl)-N4-((1s,4s)-4-((dimethylamino)methyl)cyclohexyl)pyridine-2,4-diamine C1(CC1)S(=O)(=O)N1N=CC(=C1)C1=NC=CC(=N1)C1(NC=C(C(=C1)NC1CCC(CC1)CN(C)C)C1=NN(C=C1)C(F)F)N